(4-(1H-pyrazol-4-yl)phenyl)-5-fluorospiro[indoline-2,3'-pyrrolidine] N1N=CC(=C1)C1=CC=C(C=C1)N1CC2(CC1)NC1=CC=C(C=C1C2)F